(2S,4R)-1-[(2S)-3,3-dimethyl-2-[[2-[2-(4-piperidyloxy)ethoxy]acetyl]amino]butanoyl]-4-hydroxy-N-[(1S)-1-[4-(4-methylthiazol-5-yl)phenyl]ethyl]pyrrolidine-2-carboxamide CC([C@@H](C(=O)N1[C@@H](C[C@H](C1)O)C(=O)N[C@@H](C)C1=CC=C(C=C1)C1=C(N=CS1)C)NC(COCCOC1CCNCC1)=O)(C)C